N-(1-(7-Hydroxy-2-methylquinolin-5-yl)cyclopropyl)-2-methyl-5-((1-methylazetidin-2-yl)methoxy)benzamide OC1=CC(=C2C=CC(=NC2=C1)C)C1(CC1)NC(C1=C(C=CC(=C1)OCC1N(CC1)C)C)=O